1-(2-(3-bromophenyl)-2-((3-methoxybenzyl)oxy)ethyl)-1H-imidazole BrC=1C=C(C=CC1)C(CN1C=NC=C1)OCC1=CC(=CC=C1)OC